(E)-1-[2-(Cyclohexylmethoxy)-6-hydroxyphenyl]-3-phenylprop-2-en-1-one C1(CCCCC1)COC1=C(C(=CC=C1)O)C(\C=C\C1=CC=CC=C1)=O